Nitrosyl-ruthenium nitrate [N+](=O)([O-])[O-].N(=O)[Ru+2].[N+](=O)([O-])[O-]